COC=1C=C(C=2C(C3=CC=CC=C3OC2C1OC)=O)C=O 3,4-dimethoxy-9-oxo-9H-xanthene-1-carbaldehyde